C(CCC(=O)O)CC(C(=O)O)N The molecule is an amino dicarboxylic acid that is heptanedioic acid in which a hydrogen at position 2 is replaced by an amino group. It is a component of the cell wall peptidoglycan of bacteria. It has a role as a bacterial metabolite. It is an amino dicarboxylic acid and a non-proteinogenic alpha-amino acid.